(7-methoxynaphthalen-1-yl)potassium trifluoroborate B(F)(F)F.COC1=CC=C2C=CC=C(C2=C1)[K]